Cl.NC=1C=C(C=C(C1)F)NC1C(NC(CC1)=O)=O 3-((3-Amino-5-fluorophenyl)amino)piperidine-2,6-dione hydrochloride